tert-butyl ((exo-3-((R)-1-(4-(4-(1H-imidazole-1-carboxamido)-2-oxopyrimidin-1(2H)-yl)phenyl)propan-2-yl)-3-azabicyclo[3.1.0]hexan-6-yl)methyl)carbamate N1(C=NC=C1)C(=O)NC1=NC(N(C=C1)C1=CC=C(C=C1)C[C@@H](C)N1CC2C(C2C1)CNC(OC(C)(C)C)=O)=O